CC(C(=O)NNC)(CCCS(=O)(=O)C(C)(C)C=1C=NN(C1)COCC[Si](C)(C)C)C=1C=C(C=CC1)CCC(=O)OCC Ethyl 3-(3-(2-methyl-1-(2-methylhydrazineyl)-1-oxo-5-((2-(1-((2-(trimethylsilyl)ethoxy)methyl)-1H-pyrazol-4-yl)propan-2-yl)sulfonyl)pentan-2-yl)phenyl)propanoate